C(C)(C)(C)N1N=C(C=C1N)[C@@H]1OC[C@@H]([C@H]1O[Si](C)(C)C(C)(C)C)F 1-(tert-butyl)-3-((2S,3S,4S)-3-((tert-butyldimethylsilyl)oxy)-4-fluorotetrahydrofuran-2-yl)-1H-pyrazol-5-amine